C(C)(=O)ON=CC ethane-1-one-1-(O-acetyloxime)